CCCCCCCCCCCCCCCCC(=O)O[C@H](COC(=O)CCCCCCC/C=C\CCCCCC)COP(=O)([O-])OCC[N+](C)(C)C 1-(9Z-hexadecenoyl)-2-heptadecanoyl-glycero-3-phosphocholine